N-(2,5-difluorobenzyl)-4-(3-(pyridin-4-ylmethyl)ureido)benzenesulfonamide FC1=C(CNS(=O)(=O)C2=CC=C(C=C2)NC(=O)NCC2=CC=NC=C2)C=C(C=C1)F